N-{4-[1-(2-methoxyphenyl)-1H-[1,2,3]triazol-4-yl]phenyl}acetamide COC1=C(C=CC=C1)N1N=NC(=C1)C1=CC=C(C=C1)NC(C)=O